SC(CC(=O)OCCOC1=CC=CC=C1)C phenoxyethyl (3-mercaptobutyrate)